2-(3-ethoxy-4-(7-oxo-6,7-dihydro-3H-[1,2,3]triazolo[4,5-d]pyrimidin-5-yl)phenyl)thiazole-4-carboxylic acid C(C)OC=1C=C(C=CC1C=1NC(C2=C(N1)NN=N2)=O)C=2SC=C(N2)C(=O)O